NC(C(O)C1(CCCCC1)NC(OC(C)(C)C)=O)=O tert-butyl (1-(2-amino-1-hydroxy-2-oxoethyl)cyclohexyl)carbamate